C(C)(C)S(=O)(=O)N1C=CC=C1 (isopropylsulfonyl)-1H-pyrrole